ClC1=C(OCC2=NC=CC=C2OC2CCN(CC2)CC2=NC3=C(N2C[C@H]2OCC2)C=C(C=C3)C(=O)O)C=CC(=C1)Cl 2-{[4-({2-[(2,4-dichlorophenoxy)methyl]pyridin-3-yl}oxy)piperidin-1-yl]methyl}-1-{[(2S)-oxetan-2-yl]methyl}-1H-1,3-benzodiazole-6-carboxylic acid